C(CCCCCCC)OC(CCC(=O)OCCCCCCN(CCCCCCOC(CCC(OCCCCCCCC)OCCCCCCCC)=O)CCN(C)CCO)OCCCCCCCC ((2-((2-hydroxyethyl) (methyl)amino)ethyl)azanediyl)bis(hexane-6,1-diyl) bis(4,4-bis(octyloxy)butanoate)